ClC1=C(C=CC=C1Cl)C=1NC=C(N1)C1=CC=CC=C1 2-(2,3-Dichlorophenyl)-4-phenylimidazole